OC[C@@H](C1=CC=CC=C1)NC=1NC(/C(/N1)=C/C1=CC2=C(N=CN2C)C=C1)=O (4Z)-2-[[(1R)-2-Hydroxy-1-phenyl-ethyl]amino]-4-[(3-methylbenzimidazol-5-yl)methylene]-1H-imidazol-5-one